C(CCCCCCCC=O)=O nonane-1,9-dialdehyde